ClC1=CC=C(CN2C(N3C(C4=C2C=C(C=N4)N4CCOCC4)=NC(C3C(C)C)=O)=O)C=C1 6-(4-chlorobenzyl)-8-(morpholin-4-yl)-3-(propan-2-yl)imidazo[1,2-c]pyrido[2,3-e]pyrimidine-2,5(3H,6H)-dione